N1(CCCC1)CCC=1SC(=C(N1)C(F)(F)F)C(=O)NC(C)C1=CC(=CC=C1)OC(F)(F)F 2-[2-(1-pyrrolidinyl)ethyl]-N-[1-[3-(trifluoromethoxy)phenyl]ethyl]-4-(trifluoromethyl)-5-thiazolecarboxamide